3-(3-(4-(chloromethyl)phenyl)-5-(3-methoxypyridin-2-yl)-3H-imidazo[4,5-b]pyridin-2-yl)pyridin-2-amine ClCC1=CC=C(C=C1)N1C(=NC=2C1=NC(=CC2)C2=NC=CC=C2OC)C=2C(=NC=CC2)N